5-(4-((2,5-dimethyl-2H-1,2,3-triazol-4-yl)ethynyl)-3-fluorophenoxy)-1H-1,2,3-triazole-4-carboxylic acid CN1N=C(C(=N1)C#CC1=C(C=C(OC2=C(N=NN2)C(=O)O)C=C1)F)C